3-(bromomethyl)-3-methylpyrrolidine-1-carboxylic acid tert-butyl ester C(C)(C)(C)OC(=O)N1CC(CC1)(C)CBr